gamma-(N-phenylamino)propyltrimethoxysilane C1(=CC=CC=C1)NCCC[Si](OC)(OC)OC